3-fluorophenylcarbamate FC=1C=C(C=CC1)NC([O-])=O